COCC[Hg]Cl 2-methoxyethylmercury chloride